2-(4-Aminotetrahydro-2H-pyran-4-carbonyl)-7-((3,4-difluorobenzyl)oxy)-3,4,11,11a-tetrahydro-1H-pyrazino[1',2':3,4]imidazo[1,2-c]pyrimidin-9(2H)-one NC1(CCOCC1)C(=O)N1CC2N(C=3N(C(N=C(C3)OCC3=CC(=C(C=C3)F)F)=O)C2)CC1